C(C)(=O)O[C@H]1[C@H](O[C@H]([C@@H]([C@H]1OC(C)=O)NC(C)=O)OCCCCC(OC1=C(C(=C(C(=C1F)F)F)F)F)=O)COC(C)=O (2R,3R,4R,5R,6R)-5-acetamido-2-(acetoxymethyl)-6-((5-oxo-5-(perfluorophenoxy)pentyl)oxy)tetrahydro-2H-pyran-3,4-diyl diacetate